Cl.FC1(CNCCC1CC(=O)OC)F methyl 2-(3,3-difluoropiperidin-4-yl)acetate hydrochloride